2-[4-(4-pyrimidin-4-yl-2H-pyrazol-3-yl)-phenoxymethyl]-quinoline N1=CN=C(C=C1)C1=C(NN=C1)C1=CC=C(OCC2=NC3=CC=CC=C3C=C2)C=C1